3-chloro-2-[5-[2-(2,6-dioxo-3-piperidyl)-6-fluoro-1-oxo-isoindolin-5-yl]oxy-3,3-difluoro-pentoxy]-5-[1-methyl-1-[4-[(2-methylsulfonylpyrimidin-4-yl)methoxy]phenyl]ethyl]benzonitrile ClC=1C(=C(C#N)C=C(C1)C(C)(C1=CC=C(C=C1)OCC1=NC(=NC=C1)S(=O)(=O)C)C)OCCC(CCOC=1C=C2CN(C(C2=CC1F)=O)C1C(NC(CC1)=O)=O)(F)F